1-[[5-(4-bromo-2,6-dichloro-phenoxy)-2-methoxy-phenyl]sulfonylamino]cyclopropanecarboxamide isoamyl-4-(dimethylamino)-benzoate C(CC(C)C)OC(C1=CC=C(C=C1)N(C)C)=O.BrC1=CC(=C(OC=2C=CC(=C(C2)S(=O)(=O)NC2(CC2)C(=O)N)OC)C(=C1)Cl)Cl